ClC1=NC(=CC=C1S(=O)(=O)Cl)C(F)(F)F 2-chloro-6-(trifluoromethyl)pyridine-3-sulfonyl chloride